(2R,3S,4R,5R)-2-(2-(2-Amino-3-bromochinolin-7-yl)ethyl)-5-(4-(methylamino)-7H-pyrrolo[2,3-d]pyrimidin-7-yl)tetrahydrothiophen-3,4-diol NC1=NC2=CC(=CC=C2C=C1Br)CC[C@H]1S[C@H]([C@@H]([C@@H]1O)O)N1C=CC2=C1N=CN=C2NC